ClC=1C(=NOC1C)N(S(=O)(=O)C1=C(C=CC=C1)C1=C(C=C(C=C1)CN1C(=NC(=C1C(=O)OC)CC)CCC)COCC)COC methyl 1-((2'-(N-(4-chloro-5-methylisoxazol-3-yl)-N-(methoxymethyl) sulfamoyl)-2-(ethoxymethyl)-[1,1'-biphenyl]-4-yl) methyl)-4-ethyl-2-propyl-1H-imidazole-5-carboxylate